C1(=CC=CC=C1)COC(=O)N1CCNC([C@@H](C1)NC(=O)OC(C)(C)C)=O (6R)-6-[(tert-Butoxycarbonyl)amino]-5-oxo-1,4-diazepan-1-carboxylic acid phenylmethyl ester